ClC=1C2=CN(N=C2C(=C(C1)C1=CC=C(C=C1)OCCN1CC2(C1)CC(C2)O)Cl)[C@@H](C(=O)OCC)C2=C1N(C=N2)C[C@@H](C1)F |&1:28| rac-ethyl 2-(4,7-dichloro-6-(4-(2-(6-hydroxy-2-azaspiro[3.3]heptan-2-yl)ethoxy)phenyl)-2H-indazol-2-yl)-2-((R)-6-fluoro-6,7-dihydro-5H-pyrrolo[1,2-c]imidazol-1-yl)acetate